ethyl 3-(2-methylphenyl)-2,3-dibromopropionate CC1=C(C=CC=C1)C(C(C(=O)OCC)Br)Br